FC1=C(C=C2N=CC=NC2=C1)C1=NC=CC(=N1)NC1=NC=C(C(=C1)N1C[C@H](CCC1)O)C=1C=NN(C1)C1CCOCC1 (S)-1-(2-((2-(7-fluoroquinoxalin-6-yl)pyrimidin-4-yl)amino)-5-(1-(tetrahydro-2H-pyran-4-yl)-1H-pyrazol-4-yl)pyridin-4-yl)piperidin-3-ol